7'-(2,6-Dioxopiperidin-3-yl)-4',4'-difluoro-3',4'-dihydro-6'H-spiro[azetidine-3,2'-pyrano[2,3-f]isoindole]-6',8'(7'H)-dione O=C1NC(CCC1N1C(C=2C=C3C(=CC2C1=O)OC1(CC3(F)F)CNC1)=O)=O